Bis(2,4-cyclopentadienyl)Bis[2,6-difluoro-3-(1-pyrrolyl)phenyl]titanium (IV) C1(C=CC=C1)[Ti](C1=C(C(=CC=C1F)N1C=CC=C1)F)(C1=C(C(=CC=C1F)N1C=CC=C1)F)C1C=CC=C1